(4-((5-(6-chloro-1-methyl-1H-pyrazolo[3,4-d]pyrimidin-4-yl)-3-methyl-4,5,6,7-tetrahydro-1H-pyrazolo[4,3-c]pyridin-1-yl)methyl)bicyclo[2.2.2]oct-1-yl)carbamic acid tert-butyl ester C(C)(C)(C)OC(NC12CCC(CC1)(CC2)CN2N=C(C=1CN(CCC12)C1=C2C(=NC(=N1)Cl)N(N=C2)C)C)=O